(S)-(4-((7-(cyclopent-1-en-1-yl)-2,6-dimethyl-1H-imidazo[4,5-c]pyridin-1-yl)methyl)-3,5-difluorophenyl)(imino)(methyl)-λ6-sulfanone C1(=CCCC1)C=1C2=C(C=NC1C)N=C(N2CC2=C(C=C(C=C2F)[S@@](=O)(C)=N)F)C